N1C(CC2C1C(NC1=C(NC2)C=CC=C1)=O)=O 1,3a,4,5,10,11a-hexahydro-2H-benzo[b]pyrrolo[2,3-f][1,4]diazocine-2,11(3H)-dione